C(C)(C)(C)OC(=O)NC1=NN2C(C=C(C=C2)C=2C(=CC(=C(C(=O)[O-])C2)C)F)=N1 5-(2-((tert-butoxycarbonyl)amino)-[1,2,4]triazolo[1,5-a]pyridin-7-yl)-4-fluoro-2-methylbenzoate